[Cl-].C(C1=CC=CC=C1)[N+]1=CSC(=C1C)CCO 3-benzyl-5-(2-hydroxyethyl)-4-methyl-1,3-thiazol-3-ium chloride